CN1C=C(C=C1)O (S)-N-methyl-3-hydroxypyrrole